ClC1=CC=C2N1C1=CC=C(C=C1N=C2)C 1-chloro-7-methylpyrrolo[1,2-a]quinoxaline